C1=CC=CC=2NC3=CC=CC=C3C(C12)=O 9-Acridone